(2R,3R)-3-hydroxybutan O[C@@H](CC)C